benzyl (R)-3-((tert-butoxycarbonyl) amino)-4-hydroxybutyrate C(C)(C)(C)OC(=O)N[C@H](CC(=O)OCC1=CC=CC=C1)CO